(8,9-dihydro-6-thia-2,3,5-triazabenzo[cd]azulene-2(7H)-yl)methanol C=1N(C2=C3C(SCCCC13)=NC=N2)CO